NC1=C(C(=NC(=N1)C1=C(C(=CC=C1)Cl)Cl)CO)N1CC2C(C1)CC(C2)N (6-amino-5-(5-aminohexahydrocyclopenta[c]pyrrol-2(1H)-yl)-2-(2,3-dichlorophenyl)pyrimidin-4-yl)methanol